[F-].[Y+3].ClC1=NC=C(C(=N1)Cl)CN1CCOCC1.[F-].[F-] 4-((2,4-dichloropyrimidin-5-yl)methyl)morpholine Yttrium(III) fluorid